Cl.NCC(=O)NC=1SC=C(N1)C1=CC(=CC=C1)C1=CC=NC=C1 2-amino-N-(4-(3-(pyridin-4-yl)phenyl)thiazol-2-yl)acetamide hydrochloride